ClC1=C(C(C(=O)[O-])=C(C(=C1)Cl)Cl)O 3,5,6-Trichlorosalicylat